BrC=1C(=C(C=CC1)C1=NN2C(C(=CC(=C2)CO)Cl)=N1)C (2-(3-bromo-2-methylphenyl)-8-chloro-[1,2,4]triazolo[1,5-a]pyridin-6-yl)methanol